NC1=NC(=NC=C1)C=1N=C(SC1)NC1=C(C=CC(=C1)C#CC1=CC=C(C=C1)CN1CCN(CC1)C)C 4-(4-Aminopyrimidin-2-yl)-N-(2-methyl-5-((4-((4-methylpiperazin-1-yl)methyl)phenyl)ethynyl)phenyl)thiazol-2-amine